Cl.C(CCCCCCCCCCC)N(CCCCCCCCCCCC)CC(F)(F)F N,N-didodecyl-2,2,2-trifluoroethylamine hydrochloride